(2Z)-5-[(1r,3r,6s)-2,3-dimethyltricyclo[2.2.1.02,6]hept-3-yl]-2-methyl-2-penten-1-ol CC12[C@H]3[C@@H]2CC([C@@]1(C)CC\C=C(/CO)\C)C3